ClC1=NC(=C2N=CN(C2=N1)CC=1C(=NC=CC1)NCC1=C(C=C(C=C1)OC)OC)N1CC2(C1)C1=C(CS2)SC(=C1C#N)NC(OC(C)(C)C)=O tert-butyl N-[1'-[2-chloro-9-[[2-[(2,4-dimethoxyphenyl)methylamino]-3-pyridyl]methyl]purin-6-yl]-3-cyano-spiro[6H-thieno[2,3-c]thiophene-4,3'-azetidine]-2-yl]carbamate